1-[2-(dimethylamino)ethyl]-1H-pyrazol-4-amine CN(CCN1N=CC(=C1)N)C